(2r,6s)-4-(6-aminopyridazin-3-yl)-2,6-dimethylpiperazine-1-carboxylic acid tert-butyl ester C(C)(C)(C)OC(=O)N1[C@@H](CN(C[C@@H]1C)C=1N=NC(=CC1)N)C